OC1=C(N=C(N(C1=O)C)C1CN(CCC1)C(C1=CC=C(C=C1)OC)=O)C(=O)NC=1C=NOC1 5-hydroxy-N-(isoxazol-4-yl)-2-(1-(4-methoxybenzoyl)piperidin-3-yl)-1-methyl-6-oxo-1,6-dihydropyrimidine-4-carboxamide